CC=1C=C2CCC(NC2=CC1)C1=CC=C(C(=O)N)C=C1 4-(6-Methyl-1,2,3,4-tetrahydroquinoline-2-yl)benzamide